rac-(5R,7S)-7-fluoro-5-phenyl-N-[(3S)-7,9-difluoro-2-oxo-1,3,4,5-tetrahydro-1-benzazepine-3-yl]-6,7-dihydro-5H-pyrrolo[1,2-b][1,2,4]Triazole-2-carboxamide F[C@H]1C[C@@H](N2N=C(N=C21)C(=O)N[C@@H]2C(NC1=C(CC2)C=C(C=C1F)F)=O)C1=CC=CC=C1 |&1:1,3|